L-6-nitro-amino-1,2,4-triazolo[4,3-b][1,2,4,5]tetrazine [N+](=O)([O-])C=1N=NC=2N(N1)C(=NN2)N